C(C)(=O)C1=CC(=C(C2=C1C(=C(S2)NCC2=CC=CC=C2)C(=O)[O-])CN(C)C)O acetyl(benzyl)amino-7-[(dimethylamino)methyl]-6-hydroxy-1-benzothiophene-3-carboxylate